4-(6-(3,6-diazabicyclo[3.1.1]hept-3-yl)pyridin-3-yl)-6-((R)-2-hydroxypropoxy)pyrazolo[1,5-a]pyridine-3-carbonitrile dihydrochloride Cl.Cl.C12CN(CC(N1)C2)C2=CC=C(C=N2)C=2C=1N(C=C(C2)OC[C@@H](C)O)N=CC1C#N